4-methoxy-3-phosphonobutanoic acid COCC(CC(=O)O)P(=O)(O)O